OCCCCCCCCCCCCCCCC(=O)[O-] 16-hydroxyhexadecanoate